FC1=C(C=C(C=C1)F)C1(CC2C(N(OC2(C)C)C)C(C1)C)C 5-(2,5-Difluorophenyl)-1,3,3,5,7-pentamethyloctahydrobenzo[c]isoxazol